BrC(C1=NC=C(C#N)C=C1)(F)F 6-(bromodifluoromethyl)nicotinonitrile